N-[2-(2,4-dioxo-1,3-diaza-hex-1-yl)ethyl]benzamide O=C(NCCNC(C1=CC=CC=C1)=O)NC(CC)=O